FC(OC1=C(C(=O)N[C@H]2[C@H](C2)F)C(=CC(=C1)C=1N(N=C2C=C(C=C(C12)OCCCO)C=1C=NN(C1)C)C)OC)F 2-(difluoromethoxy)-N-[(1R,2S)-2-fluorocyclopropyl]-4-[4-(3-hydroxypropoxy)-2-methyl-6-(1-methylpyrazol-4-yl)indazol-3-yl]-6-methoxybenzamide